[O-]C(=O)[C@H](O)[C@@H](O)[C@H](O)[C@H](O)C(=O)[O-].[O-]C(=O)[C@H](O)[C@@H](O)[C@H](O)[C@H](O)C(=O)[O-].[Ca+2].[Ca+2] Calcium Di-Saccharate